C[C@]12[C@H]3CC[C@@]4([C@H](CC[C@H]4[C@@H]3CC[C@H]2CC2(OCCO2)CC1)OCCCCCCOC1OCCCC1)C (5S,8R,9S,10S,13S,14S,17S)-10,13-dimethyl-17-(6-(tetrahydro-2H-pyran-2-yloxy)hexyloxy)hexadecahydrospiro[cyclopenta[a]phenanthrene-3,2'-[1,3]dioxolane]